C1(CC1)C1=CC(=CC(=N1)C=1OC2=C(N1)C=C(C=C2F)CN([C@H]2[C@H](CCC2)O)C)C2=C(C=C(C=C2)F)C2=NN=CN2C (1S,2R)-2-{[(2-{6-Cyclopropyl-4-[4-fluoro-2-(4-methyl-1,2,4-triazol-3-yl)phenyl]pyridin-2-yl}-7-fluoro-1,3-benzoxazol-5-yl)methyl](methyl)amino}cyclopentan-1-ol